2-(4-(aminomethyl)-3-(trifluoromethyl)phenyl)-N-(3-(piperidin-1-yl)propyl)benzo[d]imidazo[2,1-b]thiazole-7-carboxamide hemi-formate C(=O)O.NCC1=C(C=C(C=C1)C=1N=C2SC3=C(N2C1)C=CC(=C3)C(=O)NCCCN3CCCCC3)C(F)(F)F.NCC3=C(C=C(C=C3)C=3N=C1SC2=C(N1C3)C=CC(=C2)C(=O)NCCCN2CCCCC2)C(F)(F)F